bis-2-picolylamine N1=C(C=CC=C1)CNCC1=NC=CC=C1